citronellol CC(C)=CCCC(C)CCO